N[C@@H](CCC(=O)OC(C)(C)C)C(=O)N[C@H](C(=O)N[C@H](C(=O)OCC1=CC=CC=C1)C)C(C)C tert-butyl (S)-4-amino-5-(((S)-1-(((S)-1-(benzyloxy)-1-oxopropan-2-yl) amino)-3-methyl-1-oxobutan-2-yl) amino)-5-oxopentanoate